C(C)S(=O)(=O)N[C@@H]1[C@@H](N(CC1(F)F)C(=O)N(C)C)CC=1C(=C(C=CC1)C1=CC(=CC=C1)C)F (2S,3R)-3-[(ethanesulfonyl)amino]-4,4-difluoro-2-[(2-fluoro-3'-methyl[1,1'-biphenyl]-3-yl)methyl]-N,N-dimethyl-pyrrolidine-1-carboxamide